[Mn].[Co].[Ni] Nickel-cobalt-MANGANESE